3-[4-fluoro-3-methyl-2-oxo-5-[4-[[4-(4-piperidylmethyl)-1-piperidyl]methyl]-1-piperidyl]benzimidazol-1-yl]piperidine-2,6-dione trifluoroacetate FC(C(=O)O)(F)F.FC1=C(C=CC=2N(C(N(C21)C)=O)C2C(NC(CC2)=O)=O)N2CCC(CC2)CN2CCC(CC2)CC2CCNCC2